OC1=NOC2=C(C=C1)C=CC(=C2O)CN(C)CCCO 3,9-dihydroxy-8-(((3-hydroxypropyl)(methyl)amino)methyl)benzo[5,6]oxazepin